FC1=CC=C(C=C1)S(=O)(=O)N1[C@@H](C2CC1C2)C(=O)NCC2=NC(=NC(=C2)C=2C=NC(=NC2)C(F)(F)F)C(F)(F)F (2S)-3-(4-fluorophenyl)sulfonyl-N-[[2-(trifluoromethyl)-6-[2-(trifluoromethyl)pyrimidin-5-yl]pyrimidin-4-yl]methyl]-3-azabicyclo[2.1.1]hexane-2-carboxamide